1-[2-chloro-4-[[5-[2,3-difluoro-4-(fluoromethoxy)phenyl]-1-methyl-imidazole-2-carbonyl]amino]benzoyl]-N-(4-piperidyl)piperidine-4-carboxamide ClC1=C(C(=O)N2CCC(CC2)C(=O)NC2CCNCC2)C=CC(=C1)NC(=O)C=1N(C(=CN1)C1=C(C(=C(C=C1)OCF)F)F)C